3-(3-(3-fluoro-5-(3-(pyrimidin-5-yl)ureido)phenyl)-1H-pyrazolo[3,4-b]pyridin-5-yl)benzenesulfonamide FC=1C=C(C=C(C1)NC(=O)NC=1C=NC=NC1)C1=NNC2=NC=C(C=C21)C=2C=C(C=CC2)S(=O)(=O)N